NC1=C(C2=C(S1)C(=CC=C2C2=C(C=C1C(=NC(=NC1=C2F)OC[C@]21CCCN1C[C@@H](C2)F)N2CC(C2)CC(=O)O)Cl)F)C#N 2-(1-(7-(2-amino-3-cyano-7-fluorobenzo[b]thiophen-4-yl)-6-chloro-8-fluoro-2-(((2R,7aS)-2-fluorotetrahydro-1H-pyrrolizin-7a(5H)-yl)methoxy)quinazolin-4-yl)azetidin-3-yl)acetic acid